NC1(CCN(CC1)C[C@H](NC([C@H](NC([C@H](NC(CNC[C@@H](C)C1=CC=CC=C1)=O)CC1=CC=CC=C1)=O)CC(C)C)=O)CCCCN)C(=O)O 4-amino-1-((2R,5R,8R,14S)-2-(4-aminobutyl)-8-benzyl-5-isobutyl-4,7,10-trioxo-14-phenyl-3,6,9,12-tetraazapentadec-1-yl)piperidine-4-carboxylic acid